[Ce].[Zr] Zirconium-cerium